BrC=1C=CC2=C(C(=N[C@H](C=3N2C=CC(N3)=O)C)C3=C(C=CC=C3F)F)C1Cl (5S)-9-bromo-8-chloro-7-(2,6-difluorophenyl)-5-methyl-5H-pyrimido[1,2-a][1,4]benzodiazepine-3-One